COC(=O)C1=NC=CC(=C1F)C 3-fluoro-4-methyl-pyridine-2-carboxylic acid methyl ester